4,4-bis(octyloxy)butan-1-ol C(CCCCCCC)OC(CCCO)OCCCCCCCC